NC1=CC=C(C=N1)CNC(=O)[C@@H]1CCC=2N1C(C(=CN2)NCC2=CC(=CC(=C2)C)C)=O (S)-N-((6-AMINOPYRIDIN-3-YL)METHYL)-3-((3,5-DIMETHYLBENZYL)AMINO)-4-OXO-4,6,7,8-TETRAHYDROPYRROLO[1,2-A]PYRIMIDINE-6-CARBOXAMIDE